C(C)(C)(C)OC(=O)NC1=CC(=C(OC=2C3=C(N=CN2)N(C=C3C(=O)O)COCC[Si](C)(C)C)C(=C1)F)F 4-(4-((tert-butoxycarbonyl)amino)-2,6-difluorophenoxy)-7-((2-(trimethylsilyl)ethoxy)methaneYl)-7H-pyrrolo[2,3-d]Pyrimidine-5-carboxylic acid